NC1=C2N(C(N(C2=NC(N1)=NS(=O)(=O)CCC)CC1=CC=CC=C1)=O)C(=O)N1CCOCC1 6-amino-9-benzyl-7-(morpholine-4-carbonyl)-2-(propylsulfonylimino)purin-8-one